4-((5,6-dihydrobenzo[f][1,2,4]triazolo[4,3-d][1,4]oxazepin-8-yl)amino)-6-((5-fluoropyridin-2-yl)amino)-N-methylpyridazine-3-carboxamide N=1N=CN2CCOC3=C(C21)C=CC=C3NC3=C(N=NC(=C3)NC3=NC=C(C=C3)F)C(=O)NC